N-((7-(5-(difluoromethyl)-1,3,4-oxadiazol-2-yl)imidazo[1,2-a]pyridin-2-yl)methyl)-N-(3-fluorophenyl)piperazine-1-carboxamide FC(C1=NN=C(O1)C1=CC=2N(C=C1)C=C(N2)CN(C(=O)N2CCNCC2)C2=CC(=CC=C2)F)F